CC1=C(C(=NN1C1CCOCCC1)O)[N+](=O)[O-] 5-methyl-4-nitro-1-(oxepan-4-yl)-1H-pyrazol-3-ol